8-bromo-7-methyl-6-nitroquinazolin-4(3H)-one BrC=1C(=C(C=C2C(NC=NC12)=O)[N+](=O)[O-])C